N-((R)-1-(3,5-bis(1-methyl-1H-pyrazol-4-yl)phenyl)ethyl)-2-methyl-5-(((R)-1-methylazetidin-2-yl)methoxy)benzamide CN1N=CC(=C1)C=1C=C(C=C(C1)C=1C=NN(C1)C)[C@@H](C)NC(C1=C(C=CC(=C1)OC[C@@H]1N(CC1)C)C)=O